[Br-].O1N=C(C=C1)NC(C[N+]1(CCC(CC1)(C)C)CC(=O)NC1=C(SC=C1C)C(=O)OC)=O 1-(2-(isoxazol-3-ylamino)-2-oxoethyl)-1-(2-((2-(methoxycarbonyl)-4-methylthiophen-3-yl)amino)-2-oxoethyl)-4,4-dimethylpiperidin-1-ium bromide